ClC=1C(=C(NC2=C(N=C3[C@@H]4[C@H](N(C=C32)CC3=C(C=C(C=C3)OC)OC)CCC4)C4=C(C=NC=C4)OC[C@H]4OCCC4)C=CC1)OC |o1:9,10| (5aR*,8aS*)-3-(3-chloro-2-methoxyanilino)-5-(2,4-dimethoxybenzyl)-2-{3-[(2S)-tetrahydrofuran-2-ylmethoxy]pyridin-4-yl}-5,5a,6,7,8,8a-hexahydrocyclopenta[b]pyrrolo[2,3-d]pyridin